C(N)(=N)NC(CC=1C(=C(C=CC1C)C1=CC(=CC=C1)OC)C)=O N-carbamimidoyl-2-(3'-methoxy-2,4-dimethyl-[1,1'-biphenyl]-3-yl)acetamide